2,4-dibromo-3-ethoxy-6-methyl-pyridine BrC1=NC(=CC(=C1OCC)Br)C